(E)-1-(4-(furan-3-yl)phenyl)-3-(quinoxalin-6-yl)prop-2-en-1-one O1C=C(C=C1)C1=CC=C(C=C1)C(\C=C\C=1C=C2N=CC=NC2=CC1)=O